NC1=NC2=CC=C(C(=C2C(=N1)N)F)C#CC1=CC=C(C(=O)O)C=C1 4-((2,4-Diamino-5-fluoroquinazolin-6-yl)ethynyl)benzoic acid